NC1=CC(=NO1)C1CCN(CC1)C(=O)C1=CC(=C(C=C1)C1CC1)C1=CC=CC=C1 [4-(5-aminoisoxazol-3-yl)-1-piperidyl]-(4-cyclopropyl-3-phenyl-phenyl)methanone